3-chloro-5-(1-((5-(5-(difluoromethyl)-1,3,4-oxadiazol-2-yl)-3-fluoropyridin-2-yl)methyl)-1H-1,2,3-triazol-4-yl)benzaldehyde ClC=1C=C(C=O)C=C(C1)C=1N=NN(C1)CC1=NC=C(C=C1F)C=1OC(=NN1)C(F)F